C(=O)(OC(C)(C)C)N1C[C@H](OCC1)CCC1=NOC(N1)=O (R)-N-Boc-2-(2-(5-oxo-4,5-dihydro-1,2,4-oxadiazol-3-yl)ethyl)morpholine